ClC=1C(=CC=C2C=C(C=C(C12)C1=C(C=2N=C(N=C(C2C=N1)N1SNCC12CNCCC2)OCC2(CC2)CN(C)C)F)O)F (7-(8-chloro-7-fluoro-3-hydroxynaphthalen-1-yl)-2-((1-((dimethylamino)methyl)cyclopropyl)Methoxy)-8-fluoropyrido[4,3-d]Pyrimidin-4-yl)-2-thia-1,3,7-triazaspiro[4.5]Decane